6-((5-Chloro-3-(2,2-difluoroethoxy)pyridin-2-yl)oxy)-1-methyl-1H-imidazo[4,5-b]pyrazine-2-carboxylic acid ClC=1C=C(C(=NC1)OC1=CN=C2C(=N1)N(C(=N2)C(=O)O)C)OCC(F)F